(trans)-2-(1-methyl-1H-pyrazol-4-yl)cyclopropane CN1N=CC(=C1)C1CC1